ClC1=NC(=NC(=N1)Cl)NC(CC(C)(C)C)(C)C 2,4-dichloro-6-(1,1,3,3-tetramethylbutylamino)-1,3,5-triazine